FC1=CC(=C(C=C1)N1CN(C(C2=C1C=CC(=N2)O)=O)C=2C(=NC(=CC2)OC)C)C(C)C 1-(4-Fluoro-2-isopropylphenyl)-6-hydroxy-3-(6-methoxy-2-methylpyridin-3-yl)-2,3-dihydropyrido[3,2-d]pyrimidin-4(1H)-one